1-(5-[(5-chlorothiophen-2-yl)methyl]amino-3-(4-methylpiperidin-4-yl)-1H-pyrazol-1-yl)-2,2-dimethylpropan-1-one ClC1=CC=C(S1)CNC1=CC(=NN1C(C(C)(C)C)=O)C1(CCNCC1)C